4-Methansulfonylphenyldiphenylsulfonium nonafluoro-n-butanesulfonate FC(C(C(C(S(=O)(=O)[O-])(F)F)(F)F)(F)F)(F)F.CS(=O)(=O)C1=CC=C(C=C1)[S+](C1=CC=CC=C1)C1=CC=CC=C1